C(CCCCCCCCCCC)C=1N(CCN1)CCC(=O)O dodecyl-N-carboxyethyl-imidazoline